C1(CC1)C=1N=NN(C1)[C@H](C(=O)N1[C@@H](C[C@H](C1)O)C(=O)NC1(CC2=CC=CC=C2C1)C)C(C)(C)C (2S,4R)-1-[(2S)-2-(4-cyclopropyltriazol-1-yl)-3,3-dimethyl-butanoyl]-4-hydroxy-N-(2-methylindan-2-yl)pyrrolidine-2-carboxamide